(7-ethyl-6-oxyl-5,6-dihydro-1,5-naphthyridin-3-yl)methanol C(C)C=1C(NC=2C=C(C=NC2C1)CO)O